2-(1,2-dimethylvinyl)-1H-imidazole CC(=CC)C=1NC=CN1